FC1=C(C(=C(C(=C1CN(CC1=C(C(=C(C(=C1F)F)F)F)F)CCCC)F)F)F)F N,N-bis(pentafluorophenylmethyl)-1-butylamine